N',N'-diisobutylpropane-1,3-diamine C(C(C)C)N(CCCN)CC(C)C